3,3'-Diallyloxy-5,5'-dihydroxymethyl-1,1'-biphenyl C(C=C)OC=1C=C(C=C(C1)CO)C1=CC(=CC(=C1)CO)OCC=C